FC1=CC=2N(C=C1)C=CN2 7-fluoroimidazo[3,2-a]pyridine